(hydroxymethyl)nitroformazan OCC(N=N[N+](=O)[O-])=NN